3-Chloro-6-(3-(difluoromethyl)-2-fluoro-4-(trifluoromethyl)phenyl)-5-fluoropicolinic acid ClC=1C(=NC(=C(C1)F)C1=C(C(=C(C=C1)C(F)(F)F)C(F)F)F)C(=O)O